[Gd].[Ce].[Pt].[Ru] Ruthenium platinum cerium gadolinium